C1(=CC=CC=C1)N1C(C2=CC=CC=C2CC1)=O 2-phenyl-3,4-dihydro-isoquinolin-1(2H)-one